(S)-3-(1-aminoethyl)-8-(trifluoromethyl)isoquinolin-1(2H)-one N[C@@H](C)C=1NC(C2=C(C=CC=C2C1)C(F)(F)F)=O